NC=1N=C(SC1C(C1=CC=C(C=C1)OC(F)F)=O)N(C1=CC(=C(C=C1)F)F)[C@@H](C(=O)N)C (R)-2-(N-[4-amino-5-[4-(difluoromethoxy)benzoyl]thiazol-2-yl]-3,4-difluoro-anilino)propanamide